1-(2-methyl-4-(2,8-diazaspiro[4.5]decan-8-yl)phenyl)dihydropyrimidine-2,4(1H,3H)-dione hydrochloride Cl.CC1=C(C=CC(=C1)N1CCC2(CCNC2)CC1)N1C(NC(CC1)=O)=O